COC(\C=C(/C1(CC1)C(F)(F)F)\C1=CC=CC=C1)=O.FC1CN(C1)S(=O)(=O)NC12CC(C1)(C2)N2C=NC=1C2=C2C(=NC1)NC=C2 3-fluoro-N-(3-(imidazo[4,5-d]pyrrolo[2,3-b]pyridin-1(6H)-yl)bicyclo[1.1.1]pentan-1-yl)azetidine-1-sulfonamide methyl-(2Z)-3-phenyl-3-[1-(trifluoromethyl)cyclopropyl]prop-2-enoate